ClC=1C=C(NC(C(C(=O)OCC)OCOC)=O)C=C(C1)Cl ethyl 3-(3,5-dichloroanilino)-2-(methoxymethoxy)-3-oxo-propanoate